3-Aminopyridinecarbonitrile Amino-2'-deoxyguanosine-5'-triphosphate P(O)(=O)(OP(=O)(O)OP(=O)(O)O)OC[C@@H]1[C@H](C[C@@](O1)(N1C=NC=2C(=O)NC(N)=NC12)N)O.NC=1C(=NC=CC1)C#N